COC=1C=C2C(=NC=NC2=CC1OCC1CCN(CC1)C)NC1=CC=C(C=C1)OC1=CC=CC=C1 6-methoxy-7-((1-methylpiperidin-4-yl)methoxy)-N-(4-phenoxyphenyl)quinazolin-4-amine